COCCCP(O)(O)=O.P(OCCCOC)(O)=O 3-methoxypropyl phosphonate (3-methoxypropyl phosphonate)